1-[3-(3,5-dichlorophenyl)quinolin-4-yl]piperidin-4-amine ClC=1C=C(C=C(C1)Cl)C=1C=NC2=CC=CC=C2C1N1CCC(CC1)N